CC=1C=C(C=CC1)C=1C(=C(C=2C=CC3=CC=C(C=4C=CC1C2C43)NC4=CC(=CC=C4)C4(C3=CC=CC=C3C=3C=CC=CC43)C4=CC=CC=C4)NC4=CC(=CC=C4)C4(C3=CC=CC=C3C=3C=CC=CC43)C4=CC=CC=C4)C4=CC(=CC=C4)C bis[3-methylphenyl]-N,N'-bis[3-(9-phenyl-9H-fluoren-9-yl)phenyl]pyrene-1,6-diamine